tert-butyl (4-((4-(bis(2,4-dimethoxybenzyl)amino)-2-butyl-7-isopentyl-1H-imidazo[4,5-d]pyridazin-1-yl)methyl)benzyl)carbamate COC1=C(CN(C2=C3C(=C(N=N2)CCC(C)C)N(C(=N3)CCCC)CC3=CC=C(CNC(OC(C)(C)C)=O)C=C3)CC3=C(C=C(C=C3)OC)OC)C=CC(=C1)OC